[O+2].[Mn](=O)(=O)([O-])[O-].[Li+].[Co+2].[Ni+2] nickel cobalt lithium manganate oxygen